FC(S(=O)(=O)N)(F)F 1,1,1-trifluoro-methanesulfonamide